ClC1=C2C(=NC=C1)C=CN2C(=O)OC(C)(C)C tert-butyl 7-chloropyrrolo[3,2-b]pyridine-1-carboxylate